1-((R)-4-((S)-6-chloro-7-(1,6-dimethyl-1H-indazol-7-yl)-2-(3-(dimethylamino)azetidin-1-yl)-8-fluoroquinazolin-4-yl)-2-methylpiperazin-1-yl)prop-2-en-1-one ClC=1C=C2C(=NC(=NC2=C(C1C=1C(=CC=C2C=NN(C12)C)C)F)N1CC(C1)N(C)C)N1C[C@H](N(CC1)C(C=C)=O)C